C1(CCCC1)OC(=O)N[C@@H](CCCCN)C(=O)O e-cyclopentyloxycarbonyl-L-lysine